COC1=CC=C(CN(C2=NC=NN3C2=NC=C3C=3C=NN(C3)C=3C=C(C=CC3C)NC(=O)N3CC(CC3)OC(F)(F)F)CC3=CC=C(C=C3)OC)C=C1 N-(3-(4-(4-(bis(4-methoxybenzyl)amino)imidazo[2,1-f][1,2,4]triazin-7-yl)-1H-pyrazol-1-yl)-4-methylphenyl)-3-(trifluoromethoxy)pyrrolidine-1-carboxamide